2,2'-Sulfonyldipyrimidine S(=O)(=O)(C1=NC=CC=N1)C1=NC=CC=N1